(2R,3S,4S,5R)-3,4-dihydroxy-5-(hydroxymethyl)tetrahydrofuran O[C@H]1CO[C@@H]([C@H]1O)CO